isobutylbenzoin C(C(C)C)C1=C(C=CC=C1)C(=O)C(O)C1=CC=CC=C1